C12(NC(C=3C1=CNC3)=O)C(NC3=CC=CC=C32)=O 1,2,3',5'-TETRAHYDRO-2'H-SPIRO[INDOL-3,1'-PYRROLO[3,4-C]PYRROL]-2,3'-DION